FC1=CC=C(C=C1)N(C(=O)Cl)C N-(4-fluorophenyl)-N-methyl-carbamoyl chloride